CN(C=1NC(=NN1)C=1C(=CC(=C(C1)NC(=O)C=1C=NN2C1C=CC=C2)C)F)C N-[5-[5-(Dimethylamino)-4H-1,2,4-triazol-3-yl]-4-fluoro-2-methylphenyl]pyrazolo[1,5-a]pyridine-3-carboxamide